NC=1C(=NC(=CC1C)Cl)C(=O)OC methyl 3-amino-6-chloro-4-methylpyridinecarboxylate